C(C)(C)(C)OC(N(CCC1=CC=C(C=C1)F)CCCNC[C@@H]1[C@H]([C@H]([C@@H](C1)N1C=C(C2=C1N=C(N=C2N)Cl)C=2SC=C(N2)CC2=CC=CC=C2)O)O)=O tert-butyl-(3-((((1R,2R,3S,4R)-4-(4-amino-5-(4-benzylthiazol-2-yl)-2-chloro-7H-pyrrolo[2,3-d]pyrimidin-7-yl)-2,3-dihydroxycyclopentyl)methyl)amino)propyl)(4-fluorophenethyl)carbamate